3-{5-[(1s,4r,5r)-5-{[5-cyclopropyl-3-(2,6-dichlorophenyl)-1,2-oxazol-4-yl]methoxy}-3-oxo-2-azabicyclo[2.2.1]heptan-2-yl]pyridin-2-yl}propanoic acid C1(CC1)C1=C(C(=NO1)C1=C(C=CC=C1Cl)Cl)CO[C@H]1[C@@H]2C(N([C@H](C1)C2)C=2C=CC(=NC2)CCC(=O)O)=O